1-(2-bromoethyl)-2-chloro-3-fluorobenzene BrCCC1=C(C(=CC=C1)F)Cl